(3-{4-[6-(2-Isopropoxyethoxy)pyridin-3-yl]-6-oxo-1,6-dihydropyrimidin-2-yl}-4-(trifluoromethyl)benzyl)isobutyramide C(C)(C)OCCOC1=CC=C(C=N1)C=1N=C(NC(C1)=O)C=1C=C(CC(C(=O)N)(C)C)C=CC1C(F)(F)F